FC=1C(=CC(=NC1)OC)C(C(=O)OCC1=CC=CC=C1)(C(=O)OCC1=CC=CC=C1)C([2H])([2H])[2H] dibenzyl 2-(5-fluoro-2-methoxypyridin-4-yl)-2-(methyl-d3)malonate